C(=O)(C=C)N1CCN(CC1)C N-acryl-N'-methylpiperazine